N-(5-(2-(7-azaspiro[3.5]nonan-7-yl)acetamido)-2-methylpyridin-3-yl)-7-((tetrahydrofuran-3-yl)oxy)-[1,2,4]triazolo[4,3-a]pyridine-3-carboxamide C1CCC12CCN(CC2)CC(=O)NC=2C=C(C(=NC2)C)NC(=O)C2=NN=C1N2C=CC(=C1)OC1COCC1